(S)-4-((2-cyanophenyl)thio)-6-(1-(1-(1-hydroxypropan-2-yl)piperidin-4-yl)-5-methyl-1H-pyrazol-4-yl)pyrazolo[1,5-a]pyridine C(#N)C1=C(C=CC=C1)SC=1C=2N(C=C(C1)C=1C=NN(C1C)C1CCN(CC1)[C@H](CO)C)N=CC2